C(\C=C\C(=O)O)(=O)O.C(\C=C\C(=O)O)(=O)O.ClC=1C=CC(=C(CN2C[C@@H](NCC2)C)C1)OCCC (S)-1-(5-chloro-2-propoxybenzyl)-3-methylpiperazine difumarate